NCC1=CC=C(C=C1)CNC1=C(C(=NN1C(C(C)(C)C)=O)C1CC(N(C1)S(=O)(=O)N1CCCC1)=O)C 4-[5-({[4-(Aminomethyl)phenyl]methyl}amino)-1-(2,2-dimethylpropanoyl)-4-methyl-1H-pyrazol-3-yl]-1-(pyrrolidin-1-sulfonyl)pyrrolidin-2-on